[1,2,4]triazolo[4,3-a]pyrimidin-7(8H)-one N=1N=CN2C1NC(C=C2)=O